Methyl 1-((5-(benzyloxy)-2-bromo-4-methoxybenzyl)(isopropyl)amino)-4-oxo-1,4-dihydropyridine-3-carboxylate C(C1=CC=CC=C1)OC=1C(=CC(=C(CN(N2C=C(C(C=C2)=O)C(=O)OC)C(C)C)C1)Br)OC